(3R)-3-(benzyloxycarbonylamino)-4-oxo-3,5-dihydro-2H-1,5-benzothiazepine C(C1=CC=CC=C1)OC(=O)N[C@H]1CSC2=C(NC1=O)C=CC=C2